(R,E)-N-((1,2,3,5,6,7-hexahydro-s-indacen-4-yl)carbamoyl)-2-(pyrrolidin-2-yl)ethene-1-sulfonamide C1CCC2=C(C=3CCCC3C=C12)NC(=O)NS(=O)(=O)\C=C\[C@@H]1NCCC1